C(C)(C)(C)C1=C2CCC3(C2=C(C(=C1)C(C)(C)C)O)CCC1=C(C=C(C(=C13)O)C(C)(C)C)C(C)(C)C (R)-4,4',6,6'-tetra-tert-butyl-1,1'-spirobiindane-7,7'-diol